3-(4-chloro-3,5-dimethyl-pyrazol-1-yl)-N-[2-(trifluoromethyl)-1,3-benzoxazol-5-yl]benzamide ClC=1C(=NN(C1C)C=1C=C(C(=O)NC=2C=CC3=C(N=C(O3)C(F)(F)F)C2)C=CC1)C